(S)-8-chloro-4-(5-(difluoromethyl)-1,3,4-thiadiazol-2-yl)-2-(3-hydroxypyrrolidin-1-yl)-N-(1-methylcyclopropyl)quinazoline-6-sulfonamide ClC=1C=C(C=C2C(=NC(=NC12)N1C[C@H](CC1)O)C=1SC(=NN1)C(F)F)S(=O)(=O)NC1(CC1)C